FC(C(=O)O)(F)F.CS(=O)(=O)CC1CNC1 3-((methanesulfonyl)methyl)azetidine trifluoroacetate